6-[8-(1,3-benzothiazol-2-ylcarbamoyl)-3,4-dihydroisoquinolin-2(1H)-yl]-3-[1-(cyclohexylmethyl)-5-methyl-1H-pyrazol-4-yl]pyridine-2-carboxylic acid S1C(=NC2=C1C=CC=C2)NC(=O)C=2C=CC=C1CCN(CC21)C2=CC=C(C(=N2)C(=O)O)C=2C=NN(C2C)CC2CCCCC2